ClCC1=NC(=CC(=N1)O)C(C(F)(F)F)(F)F 2-(chloromethyl)-6-(perfluoroethyl)pyrimidine-4-ol